IC1=CC=C(C=C1)S(=O)(=O)NC(C)C 4-iodo-N-isopropylbenzenesulfonamide